N1(CCCCC1)C1CCN(CC1)C1=CC(=C(C=C1C=1C=NN(C1)C)NC1=NC=C(C(=N1)NC=1C(=C2N=CC=NC2=CC1)P(C)C)Br)OC (6-((2-((4-([1,4'-bipiperidin]-1'-yl)-2-methoxy-5-(1-methyl-1H-pyrazol-4-yl)phenyl)amino)-5-bromopyrimidin-4-yl)amino)quinoxalin-5-yl)dimethylphosphine